3,4-dihydroxyl-alpha-methyl-phenylpropionic acid methyl ester COC(C(C)(C)C1=CC(=C(C=C1)O)O)=O